tert-butyl (S)-3-amino-4-oxo-4,6,7,8-tetrahydro-pyrrolo[1,2-a]pyrimidine-6-carboxylate NC1=CN=C2N(C1=O)[C@@H](CC2)C(=O)OC(C)(C)C